Aminopropyl-methyldiethoxysilane NCCC[Si](OCC)(OCC)C